3-bromo-4-(4-(difluoromethyl)phenoxy)-N-methylbenzenesulfonamide BrC=1C=C(C=CC1OC1=CC=C(C=C1)C(F)F)S(=O)(=O)NC